[N-](S(=O)(=O)C(F)(F)F)S(=O)(=O)C(F)(F)F.C[N+](CCC)(C)C trimethylpropylammonium bistrifluoromethanesulfonimide salt